CC=1C=C(C=CC1C)C1C(OC2=C1C=C(C=C2C(C)(C)C)C(C)(C)C)=O 3-(3,4-dimethylphenyl)-5,7-di-tert-butyl-benzofuran-2-on